(S)-1'-(6-amino-5-((2-amino-3-chloropyridin-4-yl)thio)-3-bromopyrazin-2-yl)-1,3-dihydrospiro[indene-2,4'-piperidin]-1-amine NC1=C(N=C(C(=N1)N1CCC2(CC1)[C@@H](C1=CC=CC=C1C2)N)Br)SC2=C(C(=NC=C2)N)Cl